C(C)(C)(C)OC(=O)N1C[C@](CC1)(CO)CCC=1SC(=CC1)F.S1C(CCC2=CC=CC=C12)CS(=O)(=O)N thiochromanmethanesulfonamide tert-butyl-(S)-3-(2-(5-fluorothiophene-2-yl)ethyl)-3-(hydroxymethyl)pyrrolidine-1-carboxylate